FC1=CC=C(C=C1)C1=NOC(=C1COC1=CC2=C(C=N1)CN(C2)C(C)=O)C 1-(6-{[3-(4-fluorophenyl)-5-methyl-1,2-oxazol-4-yl]methoxy}-1,3-dihydro-2H-pyrrolo[3,4-c]pyridin-2-yl)ethanone